6-bromo-N-(3,4-dichloro-2-fluorophenyl)-7-methoxyquinazolin-4-amine BrC=1C=C2C(=NC=NC2=CC1OC)NC1=C(C(=C(C=C1)Cl)Cl)F